3,3'',5,5''-Tetrafluoro-5'-hydroxy-[1,1':3',1''-terphenyl]-2'-carbaldehyde FC=1C=C(C=C(C1)F)C1=C(C(=CC(=C1)O)C1=CC(=CC(=C1)F)F)C=O